(S)-3-((7-(6-chloro-1-(5-azaspiro[3.4]octan-7-yl)-1,2,3,4-tetrahydroquinolin-8-yl)thieno[3,2-b]pyridin-2-yl)methyl)oxazolidine-2,4-dione, formic acid salt C(=O)O.ClC=1C=C2CCCN(C2=C(C1)C1=C2C(=NC=C1)C=C(S2)CN2C(OCC2=O)=O)[C@@H]2CNC1(CCC1)C2